O1[C@@H](CC1)CN1C=NC2=C1C=C(C=C2)C(=O)O 1-(((S)-oxetan-2-yl)methyl)-1H-benzimidazole-6-carboxylic acid